FC([C@H](C1=CN(C2=CC(=CC=C12)C1=C(C=CC=C1)C(F)(F)F)CC(C)(C)C)NS(=O)(=O)C1CC(C1)F)F (S)-N-(2,2-difluoro-1-(1-neopentyl-6-(2-(trifluoromethyl)phenyl)-1H-indol-3-yl)ethyl)-3-fluorocyclobutane-1-sulfonamide